2-(azetidin-1-yl-methyl)-N-(2-(4-fluorophenyl)propan-2-yl)butanamide N1(CCC1)CC(C(=O)NC(C)(C)C1=CC=C(C=C1)F)CC